C(C(OC(CC(F)(F)F)F)F)C(F)(F)F Tetrafluoropropyl ether